CC(C)(C(C)C1=CC=CC=C1)C 2,2-dimethyl-3-phenylbutane